NC(CCOCCOCCOCCNC(OC(C)(C)C)=O)(C(=O)OCC)CC ethyl 17-amino-17-ethyl-2,2-dimethyl-4-oxo-3,8,11,14-tetraoxa-5-azaoctadecan-18-oate